[Se].S1N=NC=C1 thiadiazole selenium